3-methoxy-4-(4-{[(3R)-1-methylpiperidin-3-yl]amino}pyrrolo[1,2-d][1,2,4]triazin-1-yl)benzonitrile COC=1C=C(C#N)C=CC1C=1C=2N(C(=NN1)N[C@H]1CN(CCC1)C)C=CC2